COCCN1C(N(C2=CC=C(C=C2C1=O)NC(=O)NC1=CC(=CC=C1)C(=O)N1CCOCC1)CCN1CCCCC1)=O 1-(3-(2-methoxyethyl)-2,4-dioxo-1-(2-(piperidin-1-yl)ethyl)-1,2,3,4-tetrahydroquinazolin-6-yl)-3-(3-(morpholine-4-carbonyl)phenyl)urea